dimethyl [2-(4-chlorophenyl)-2-oxoethyl]propanedioate ClC1=CC=C(C=C1)C(CC(C(=O)OC)C(=O)OC)=O